S1C=C(C=C1)COC1OCCCC1 2-(thiophen-3-ylmethoxy)tetrahydro-2H-pyran